ClC=1C=NN(C1)C1=C(C=C(C=C1)NC(CC=1C(=NC=CC1)Cl)=O)S(N)(=O)=O N-[4-(4-chloro-1H-pyrazol-1-yl)-3-sulfamoylphenyl]-2-(2-chloropyridin-3-yl)acetamide